C(CCCCCCCCCC)NC=1C(C=CC(C1)=O)=O 2-undecylamino-1,4-benzoquinone